FC=1C=NC=CC1C#CC 3-fluoro-4-(prop-1-yn-1-yl)pyridine